methyl (E)-3-[3,5-dichloro-4-[3-[2-(p-tolylsulfonyloxy)ethoxy]propoxy]phenyl]prop-2-enoate ClC=1C=C(C=C(C1OCCCOCCOS(=O)(=O)C1=CC=C(C=C1)C)Cl)/C=C/C(=O)OC